ClC1=C2C(=CC(=NC2=CC(=C1)Cl)C(=O)NC(C)C)NC(=O)N(C1=CC=CC=C1)C1=CC=CC=C1 5,7-dichloro-4-(3,3-diphenylureido)-N-isopropylquinoline-2-carboxamide